(2R)-2-[2-chloro-4-(4-chlorophenoxy)phenyl]-2-hydroxy-3-(1,2,4-triazol-1-yl)propionic acid ClC1=C(C=CC(=C1)OC1=CC=C(C=C1)Cl)[C@](C(=O)O)(CN1N=CN=C1)O